[Si](C)(C)(C(C)(C)C)OC=1C=C2C(=NN(C2=CC1)C1OCCCC1)B1OC(C(O1)(C)C)(C)C 5-{[tert-butyl(dimethyl)silyl]oxy}-1-(oxan-2-yl)-3-(4,4,5,5-tetramethyl-1,3,2-dioxaborolan-2-yl)-1H-indazole